4-chloro-5-[[(3S)-fluorotetrahydropyran-3-yl]methylamino]-2-(4-piperidyl)pyridazin-3-one hydrochloride Cl.ClC=1C(N(N=CC1NC[C@H]1C(OCCC1)F)C1CCNCC1)=O